CN1C(CNCC=C1C=1SC=CC1C)=O 1-methyl-7-(3-methylthiophen-2-yl)-2-oxo-1,2,3,4-tetrahydro-[1,4]diazepine